3-[2-(4-fluorophenyl)ethyl]-6-{[2-(1-methylpyrazol-4-yl)-4-pyridyl]oxy}-2H-1,3-benzoxazin-4-one FC1=CC=C(C=C1)CCN1COC2=C(C1=O)C=C(C=C2)OC2=CC(=NC=C2)C=2C=NN(C2)C